O1CCC(CC1)C1=NNC=C1C1=C(C(=O)OC)C=CC=C1 methyl 3-(tetrahydro-2H-pyran-4-yl)-1H-pyrazol-4-ylbenzoate